BrC=1C(N(C2=CC=C(C=C2C1)[N+](=O)[O-])CC)=O 3-bromo-1-ethyl-6-nitro-quinolin-2-one